C(C1=CC=CC=C1)C1=NC(=NN1)C(=O)O 5-Benzyl-1H-1,2,4-triazole-3-carboxylic acid